[C@H]12NC[C@H]([C@@H](C1)OC1=NC=CC3=CC(=C(C=C13)OC(C)C)C(=O)N)C2 1-[(1r,4r,5r)-2-azabicyclo[2.2.1]hept-5-yloxy]-7-(prop-2-yloxy)isoquinoline-6-carboxamide